ClC1=C(C(=C(C=C1)Cl)Cl)Cl 1,2,3,4-tetrachlorobenzene